Cl.FC1([C@H](CNC[C@H]1C)C)F (3S,5R)-4,4-difluoro-3,5-dimethylpiperidine hydrochloride